COC(=O)C1=C(C=NC=C1)NC[C@@H]1CCCC2=CC(=CC=C12)N(C)C1=CC=C(C=C1)C#N 3-({[(1R)-6-[(4-cyanophenyl)(methyl)amino]-1,2,3,4-tetrahydronaphthalen-1-yl]methyl}amino)pyridine-4-carboxylic acid methyl ester